N-{3-[1-(2-nitrophenyl)-1H-pyrrol-2-yl]-allylidene}-aminoguanidinium [N+](=O)([O-])C1=C(C=CC=C1)N1C(=CC=C1)C=CC=NC(=[NH+]N)N